CC=1N=C(SC1C)N 4,5-dimethylthiazol-2-amine